m-xylylene bisbehenate C(CCCCCCCCCCCCCCCCCCCCC)(=O)OCC1=CC(=CC=C1)COC(CCCCCCCCCCCCCCCCCCCCC)=O